2H-spiro[furan-3,8'-pyrano[3,4-b]pyridine] N1=C2C(=CC=C1)C=COC21COC=C1